Ethyl 7-isopropyl-3-(2,3,5-trifluorophenyl)-3H-[1,2,3]triazolo[4,5-b]pyridine-6-carboxylate C(C)(C)C1=C2C(=NC=C1C(=O)OCC)N(N=N2)C2=C(C(=CC(=C2)F)F)F